2-(3-Chlorobenzyl)-4-(2-naphthyl)imidazole ClC=1C=C(CC=2NC=C(N2)C2=CC3=CC=CC=C3C=C2)C=CC1